C(C)(C)(C)OC(=O)N1CC2(CCC(C1)C2)CC(=O)NC (2-(methylamino)-2-oxoethyl)-3-azabicyclo[3.2.1]octane-3-carboxylic acid tert-butyl ester